ClC=1C(N(C(C1Cl)=O)C1=C(C=CC2=CC=CC=C12)C)=O 3,4-dichloro-1-(2-methylnaphthalen-1-yl)-1H-pyrrole-2,5-dione